N1N=NN=C1C1=C(C=CC=C1)C1=CC=C(C=C1)CN[C@@H](C(C)C)C(=O)O [2'-(1H-tetrazole-5-yl)-biphenyl-4-yl-methyl]-valine